The molecule is an N-acyl-L-alpha-amino acid anion that is the conjugate base of N-acetyl-L-methionine sulfone, obtained by deprotonation of the carboxy group; major species at pH 7.3. It is a conjugate base of a N-acetylmethionine sulfone. CC(=O)N[C@@H](CCS(=O)(=O)C)C(=O)[O-]